3-difluoromethyl-1-methyl-1H-pyrazole-4-carboxylic acid [2-(3,5-dichlorophenyl)-1-methyl-ethyl]-methoxy-amide ClC=1C=C(C=C(C1)Cl)CC(C)N(C(=O)C=1C(=NN(C1)C)C(F)F)OC